N-[(4S)-3,4-dihydro-2H-1-benzopyran-4-yl]-3-(dimethylamino)-7-hydroxythieno[3,2-b]pyridine-2-carboxamide O1CC[C@@H](C2=C1C=CC=C2)NC(=O)C2=C(C1=NC=CC(=C1S2)O)N(C)C